[K].C1CCC2=C(C=3CCCC3C=C12)NC(=O)NS(=O)(=O)C1=NC(=CN=C1)N1CCOCC1 N-((1,2,3,5,6,7-Hexahydro-s-indacen-4-yl)carbamoyl)-6-morpholinopyrazine-2-sulfonamide, Potassium Salt